3-(1-methyl-6-(((R)-piperidin-3-yl)amino)-1H-indazol-3-yl)piperidine-2,6-dione CN1N=C(C2=CC=C(C=C12)N[C@H]1CNCCC1)C1C(NC(CC1)=O)=O